C(C)(C)(C)C1=CC=C(C=C1)S(=O)(=O)NC(\C=C\CCCC)B1OC(CN(CC(O1)=O)C)=O (E)-4-(tert-butyl)-N-(1-(6-methyl-4,8-dioxo-1,3,6,2-dioxazaborocan-2-yl)hept-2-en-1-yl)benzenesulfonamide